ClC1=NN=C2N1C1=CC=CC=C1C(=N2)N(C)C2=CC(=CC(=C2)F)C#CC2(CC2)C(F)F chloro-N-(3-((1-(difluoromethyl)cyclopropyl)ethynyl)-5-fluorophenyl)-N-methyl-[1,2,4]triazolo[4,3-a]quinazolin-5-amine